ClC1=NC2=C(NN=C2C=N1)CC1=CC(=CC=C1)Cl 5-chloro-3-[(m-chlorophenyl)methyl]-2H-1,2,4,6-tetraazainden